N-(3-METHYL-1H-INDAZOL-4-YL)-1-(4-METHYLPYRIDIN-2-YL)-1H-PYRAZOLE-4-SULFONAMIDE CC1=NNC2=CC=CC(=C12)NS(=O)(=O)C=1C=NN(C1)C1=NC=CC(=C1)C